C(C)N(C1=CC=C(C=C2C(C(CCC2)=CC2=CC=C(C=C2)N(CC)CC)=O)C=C1)CC 2,6-bis(4'-diethylaminobenzylidene)cyclohexanone